C(#N)C1=C(C=CC(=C1)NC(=O)NC1=NN(C(=C1)C)C)/N=C/N(C)C (E)-N'-(2-cyano-4-(3-(1,5-dimethyl-1H-pyrazol-3-yl)ureido)phenyl)-N,N-dimethylformamidine